4-(3-chloro-2-fluorophenyl)-5-fluoro-4-methyl-3,4-dihydro-2,7-naphthyridin-1(2H)-one ClC=1C(=C(C=CC1)C1(CNC(C2=CN=CC(=C12)F)=O)C)F